7-Methoxy-1-methyl-1,4,5,10-tetrahydro-benzo[b]pyrazolo-[3,4-e][1,4]diazepine COC=1C=CC2=C(NCC3=C(N2)N(N=C3)C)C1